CC1=C(C(N(C2=NC=CN=C21)CC2=NC=CN=C2OCC(F)(F)F)=O)C2CCNCC2 8-methyl-7-(piperidin-4-yl)-5-((3-(2,2,2-trifluoroethoxy)pyrazin-2-yl)methyl)pyrido[2,3-b]pyrazin-6(5H)-one